2-(1-methylpyrrolidin-2-yl)-ethane-1-amine CN1C(CCC1)CCN